C(C)(=O)OCCC(CCCC(=C)C)C 3,7-dimethyloct-7-en-1-yl acetate